6-(4-methoxybenzyl)-2-(2-methylpropyl)-8-(morpholin-4-yl)imidazo[1,2-c]pyrido[2,3-e]pyrimidin-5(6H)-one COC1=CC=C(CN2C(N3C(C4=C2C=C(C=N4)N4CCOCC4)=NC(=C3)CC(C)C)=O)C=C1